CNC(=O)[C@H]1N(CCC1)C1=CC=CC(=N1)C1=NC2=CC(=NC=C2C=C1)CNC(C1=CN=CC(=C1)S(=O)(=O)C)=O (S)-N-((2-(6-(2-(methylcarbamoyl)pyrrolidin-1-yl)pyridin-2-yl)-1,6-naphthyridin-7-yl)methyl)-5-(methylsulfonyl)nicotinamide